4-[2,4-bis(trifluoromethyl)phenyl]-N-[(3R)-1-ethylpiperidin-3-yl]-2-methylpyrazolo[1,5-d][1,2,4]triazin-7-amine FC(C1=C(C=CC(=C1)C(F)(F)F)C=1C=2N(C(=NN1)N[C@H]1CN(CCC1)CC)N=C(C2)C)(F)F